The molecule is an optically active form of 3-isopropenyl-6-oxoheptanoic acid having (3R)-configuration. It derives from a (4R)-7-hydroxy-4-isopropenyl-7-methyloxepan-2-one. It is a conjugate acid of a (3R)-3-isopropenyl-6-oxoheptanoate. It is an enantiomer of a (3S)-3-isopropenyl-6-oxoheptanoic acid. CC(=C)[C@H](CCC(=O)C)CC(=O)O